OCC1=NNC(N1C)=O 3-(Hydroxymethyl)-4-methyl-1H-1,2,4-triazol-5-one